ClC1=CC(=C(C=2C=CC(=NC12)C12CCC(CC1)(CC2)C(=O)OC)C(=O)OC)O methyl 8-chloro-6-hydroxy-2-(4-(methoxycarbonyl)bicyclo[2.2.2]octan-1-yl)quinoline-5-carboxylate